FC1=NC=CC(=C1)C1=C(NC2=NC=C(C=C21)C2=CC=C(CN1CC(CCC1)O)C=C2)COC 1-(4-(3-(2-fluoropyridin-4-yl)-2-(methoxymethyl)-1H-pyrrolo[2,3-b]pyridin-5-yl)benzyl)piperidin-3-ol